C(C)C(C(=O)O)C(=O)O.C(C)C(C(=O)O)C(=O)O.C(C)C(C(=O)O)C(=O)O.OCC(O)CO glycerol tris(ethyl malonate)